1-(5-{5-[(R)-(1,3-dimethyl-azetidin-3-yl)-hydroxy-(4-isopropyl-phenyl)-methyl]-pyridin-3-yl}-[1,2,4]Oxadiazol-3-yl)-2-methyl-propan-2-ol CN1CC(C1)(C)[C@@](C=1C=C(C=NC1)C1=NC(=NO1)CC(C)(O)C)(C1=CC=C(C=C1)C(C)C)O